CN1CCN(CC1)C=1C=CC=2N(C(C=C(N2)C2=NN3C(C=NC(=C3)C)=C2)=O)C1 7-(4-methylpiperazin-1-yl)-2-(6-methylpyrazolo[1,5-a]pyrazin-2-yl)-4H-pyrido[1,2-a]pyrimidin-4-one